Dithiomalonamide C(CC(=S)N)(=S)N